3,3-diphenyl-2-cyanoacrylate C1(=CC=CC=C1)C(=C(C(=O)[O-])C#N)C1=CC=CC=C1